2-((3,5-dicyano-6-((2-((3S,4S)-3,4-dihydroxypyrrolidin-1-yl)-2-oxoethyl)(methyl)amino)-4-ethylpyridin-2-yl)thio)-2-phenylacetamide C(#N)C=1C(=NC(=C(C1CC)C#N)N(C)CC(=O)N1C[C@@H]([C@H](C1)O)O)SC(C(=O)N)C1=CC=CC=C1